dimethoxydicyclopentyl-silane CO[Si](C1CCCC1)(C1CCCC1)OC